FC1=C(C=C(C(=C1)O)F)C=1C2=C(N(C1C=1C(=NOC1C)C)C(N)=NO)CCC2 3-(2,5-difluoro-4-hydroxyphenyl)-2-(3,5-dimethylisoxazol-4-yl)-N'-hydroxy-5,6-dihydrocyclopenta[b]pyrrole-1(4H)-carboximidamide